FC=1C=C(C(=O)NC=2C=NC(=CC2)N2CC3=CC=CC=C3C2)C=C(C1O)C=O 3-fluoro-5-formyl-4-hydroxy-N-(6-(isoindolin-2-yl)pyridin-3-yl)benzamide